FC=1C(=CC(=NC1)C)C1=CC(=NN1)C(=O)N1C2(CC2)C[C@@H](CC1)C(=O)O (R)-4-[5-(5-fluoro-2-methylpyridin-4-yl)-1H-pyrazole-3-carbonyl]-4-azaspiro[2.5]octane-7-carboxylic acid